7-fluoro-3,3-dimethyl-2-oxo-1-(5-(trifluoromethoxy)pyridin-3-yl)indoline-5-carboxylic acid FC=1C=C(C=C2C(C(N(C12)C=1C=NC=C(C1)OC(F)(F)F)=O)(C)C)C(=O)O